(R)-4-(3-(dimethylamino)-3-(3-(trifluoromethyl)phenethyl)-piperidin-1-yl)-2,6-difluoro-N-(pyrimidin-4-yl)benzenesulfonamide CN([C@]1(CN(CCC1)C1=CC(=C(C(=C1)F)S(=O)(=O)NC1=NC=NC=C1)F)CCC1=CC(=CC=C1)C(F)(F)F)C